5,11-dihydroquinoxalino[2,3-b]quinoxaline C1=CC=CC=2NC=3C(NC4=CC=CC=C4N3)=NC12